(2R,3S)-2,3-Difluoro-N-(4-((4-hydroxybenzyl)amino)phenyl)octanamid F[C@H](C(=O)NC1=CC=C(C=C1)NCC1=CC=C(C=C1)O)[C@H](CCCCC)F